NC1=NC(N(C=C1F)[C@@H]1O[C@@]([C@H]([C@@H]1F)O)(CO)CCl)=O 4-amino-1-((2R,3S,4R,5R)-5-(chloromethyl)-3-fluoro-4-hydroxy-5-(hydroxymethyl)tetrahydrofuran-2-yl)-5-fluoropyrimidin-2(1H)-one